5'-methoxy-2-(3-{[3-methoxy-2-(morpholin-4-yl)pyridin-4-yl]amino}-1H-indazol-6-yl)spiro[cyclopropane-1,3'-indol]-2'(1'H)-one COC=1C=C2C3(C(NC2=CC1)=O)C(C3)C3=CC=C1C(=NNC1=C3)NC3=C(C(=NC=C3)N3CCOCC3)OC